tosylphthalide S(=O)(=O)(C1=CC=C(C)C=C1)C1OC(=O)C2=CC=CC=C12